C(#N)CCCCCCCCCCCCC#N 1,12-Dicyanododecan